4-(2-(benzyloxy)ethoxy)-2-methoxy-N-(5-(thiophen-2-yl)-1,3,4-oxadiazol-2-yl)Benzamide C(C1=CC=CC=C1)OCCOC1=CC(=C(C(=O)NC=2OC(=NN2)C=2SC=CC2)C=C1)OC